[N+](=O)([O-])C=1C=C2C=CN(C2=CC1)CC(=O)OCC ethyl 2-(5-nitro-1H-indol-1-yl)acetate